C1(=CC=CC=C1)SCP(OCC)(OCC)=O diethyl ((phenylthio)methyl)phosphonate